(R)-5-((1-(4-((3-fluoro-4-(trifluoromethoxy)benzyl)amino)butoxy)propan-2-yl)oxy)benzo[c][2,6]naphthyridine-8-carboxylic acid FC=1C=C(CNCCCCOC[C@@H](C)OC2=NC3=C(C4=CN=CC=C24)C=CC(=C3)C(=O)O)C=CC1OC(F)(F)F